cyano-4-phenyl-1,3-thiazol C(#N)C=1SC=C(N1)C1=CC=CC=C1